(E)-N-cyclohexyl-3-(3,4-dimethoxyphenyl)-N-(3-thienyl)prop-2-enamide C1(CCCCC1)N(C(\C=C\C1=CC(=C(C=C1)OC)OC)=O)C1=CSC=C1